FC=1C(=NC=C(C1)F)COC1=CC(N(C(=C1)C)C1=CC(=NC=C1C)C1=NC(=NC=C1)C(C)(C)O)=O 4-((3,5-difluoropyridin-2-yl)methoxy)-1-(2-(2-(2-hydroxypropan-2-yl)pyrimidin-4-yl)-5-methyl-pyridin-4-yl)-6-methylpyridin-2(1H)-one